C(C)C1=NC=C(C(=N1)OC1=CC=CC=C1)C(=O)NC(C)C=CS(=O)(=O)C 2-ethyl-N-(4-(methylsulfonyl)but-3-en-2-yl)-4-phenoxypyrimidine-5-carboxamide